Cl.C(C)N ethylamine hydrogen chloride salt